CC1=C(C=CC(=C1)[N+](=O)[O-])CC(=O)OC methyl 2-(2-methyl-4-nitrophenyl)acetate